NC=1C(=NC(=CN1)C1=CC=C(C=C1)N1C[C@H](OCC1)C(C)C)C=1C=C2CCNC(C2=CC1)=O (R)-6-(3-amino-6-(4-(2-isopropylmorpholino)phenyl)pyrazin-2-yl)-3,4-dihydroisoquinolin-1(2H)-one